5-{3-[(6-Aminospiro[3.3]heptan-2-yl)amino]-4-(trifluoromethyl)phenyl}-1,3,4-oxadiazol-2(3H)-one NC1CC2(CC(C2)NC=2C=C(C=CC2C(F)(F)F)C2=NNC(O2)=O)C1